Calcium iridium oxide [Ir]=O.[Ca]